ClC1=CC(=CC2=C1OCC(N2)=O)[N+](=O)[O-] 8-chloro-6-nitro-2H-benzo[b][1,4]oxazin-3(4H)-one